CN(CC=O)CC(C)C 2-[METHYL(2-METHYLPROPYL)AMINO]ACETALDEHYDE